FC1=CC=CC=2C=3N(C(=NC12)N)N=C(N3)[C@@H]3CN(CCC3)C=3C=NN(C3)C |o1:15| (S or R)-7-fluoro-2-(1-(1-methyl-1H-pyrazol-4-yl)piperidin-3-yl)-[1,2,4]triazolo[1,5-c]quinazolin-5-amine